(2R)-3-(tert-butyldisulfanyl)-2-[9H-fluoren-9-ylmethoxycarbonylamino]propionic acid C(C)(C)(C)SSC[C@@H](C(=O)O)NC(=O)OCC1C2=CC=CC=C2C=2C=CC=CC12